(2-aminoethyl)-3-aminopropyltriethoxysilan NCCC(C)O[Si](OCC)(OCC)CCCN